(2S)-1-[2-[1-(2,2-difluoroethyl)-3,5-dimethylpyrazol-4-ylsulfonyl]-4H,6H-pyrrolo[3,4-c]pyrazol-5-yl]-3-hydroxy-2-phenylpropan-1-one FC(CN1N=C(C(=C1C)S(=O)(=O)N1N=C2C(=C1)CN(C2)C([C@H](CO)C2=CC=CC=C2)=O)C)F